(R) or (S)-N-(4-((1-(3-chlorophenethyl)piperidin-3-yl)methoxy)phenyl)-N-methylmethanesulfonamide ClC=1C=C(CCN2C[C@@H](CCC2)COC2=CC=C(C=C2)N(S(=O)(=O)C)C)C=CC1 |o1:8|